1-[(3S)-4-(3-chloro-4-fluoro-phenyl)-3-methyl-piperazin-1-yl]-2-(methoxymethyl)pentane-1,4-dione tert-butyl-4-ethyl-3,3-dimethylpiperazine-1-carboxylate C(C)(C)(C)OC(=O)N1CC(N(CC1)CC)(C)C.ClC=1C=C(C=CC1F)N1[C@H](CN(CC1)C(C(CC(C)=O)COC)=O)C